C(=CC)N1CCN(CC1)C1=C(C(=NC2=C(C(=C(C=C12)Cl)C1=CC=C(C2=C1N=C(S2)N)F)F)OC)C#N 4-(4-propenylpiperazin-1-yl)-7-(2-amino-7-fluorobenzo[d]thiazol-4-yl)-6-chloro-8-fluoro-2-methoxyquinoline-3-carbonitrile